(R)-N-(6-(4-fluoro-4-(hydroxymethyl)piperidin-1-yl)-2-(hydroxymethyl)-2-(trifluoromethyl)-2,3-dihydrobenzofuran-5-yl)pyrazolo[1,5-a]pyrimidine-3-carboxamide FC1(CCN(CC1)C1=CC2=C(C[C@](O2)(C(F)(F)F)CO)C=C1NC(=O)C=1C=NN2C1N=CC=C2)CO